(1-phenyl-1H-1,2,3-triazole-4-yl)benzaldehyde C1(=CC=CC=C1)N1N=NC(=C1)C1=C(C=O)C=CC=C1